1-(4-((4-(4-((1R,2S)-6-hydroxy-2-phenyl-1,2,3,4-tetrahydronaphthalen-1-yl)phenyl)piperazin-1-yl)methyl)phenyl)dihydropyrimidine-2,4(1H,3H)-dione OC=1C=C2CC[C@@H]([C@@H](C2=CC1)C1=CC=C(C=C1)N1CCN(CC1)CC1=CC=C(C=C1)N1C(NC(CC1)=O)=O)C1=CC=CC=C1